1-(4-(aminomethyl)benzyl)-2-butyl-2H-pyrazolo[3,4-c]quinolin-4-amine NCC1=CC=C(CC=2N(N=C3C(=NC=4C=CC=CC4C32)N)CCCC)C=C1